CS(=O)(=O)C methylsulphone